NC1=CC=C(C=2CCC12)C(=O)OCC ethyl 5-aminobicyclo[4.2.0]octa-1(6),2,4-triene-2-carboxylate